(R)-4-m-methylphenyl-2-oxazolidinone CC=1C=C(C=CC1)[C@H]1NC(OC1)=O